4-bromo-3-(1-hydroxyethyl)benzoic acid BrC1=C(C=C(C(=O)O)C=C1)C(C)O